NC1=NC=C(C(=C1)C(=O)OC)NC(=O)C1=NC(=CC=C1)C(F)(F)F methyl 2-amino-5-[[6-(trifluoromethyl)pyridine-2-carbonyl]amino]pyridine-4-carboxylate